C(C)OC(COCCCN)OCC 3-[2-ethoxy(2-ethoxyethoxy)]propylamine